C(CC)C=1C=C(C=CC1)O 3-propyl-phenol